4,4-dimethyl-2-((1-methylpyrrolidin-3-yl)thio)-1,4-dihydroquinazoline CC1(N=C(NC2=CC=CC=C12)SC1CN(CC1)C)C